(S)-4-benzyl-3-(difluoromethyl)morpholine C(C1=CC=CC=C1)N1[C@@H](COCC1)C(F)F